2,4-dichloro-5-fluorobenzyl chloride ClC1=C(CCl)C=C(C(=C1)Cl)F